C(#C)C1=CN=C2N1C(=CC(=C2)C=2N=NN(C2C)C2CCN(CC2)C(=O)OC(C)(C)C)OC(C)C2=NC=C(C=C2)F tert-Butyl 4-(4-(3-ethynyl-5-(1-(5-fluoropyridin-2-yl)ethoxy)imidazo[1,2-a]pyridin-7-yl)-5-methyl-1H-1,2,3-triazol-1-yl)piperidine-1-carboxylate